5-chloro-N-(5-((4-chlorophenyl)sulfonamido)pentyl)-3-((3,5-dimethylphenyl)sulfonyl)-1H-indole-2-carboxamide ClC=1C=C2C(=C(NC2=CC1)C(=O)NCCCCCNS(=O)(=O)C1=CC=C(C=C1)Cl)S(=O)(=O)C1=CC(=CC(=C1)C)C